(R)-N-(1-(6-((4-chlorophenyl)amino)-2-morpholinopyrimidin-4-yl)ethyl)-5-methylisoxazole-3-carboxamide ClC1=CC=C(C=C1)NC1=CC(=NC(=N1)N1CCOCC1)[C@@H](C)NC(=O)C1=NOC(=C1)C